O=C1NC(CCC1N1C(C2=CC=C(C=C2C1)OC1[C@@H](CCC1)NCC1CCC(CC1)C#N)=O)=O (1r,4r)-4-(((2-((2-(2,6-dioxopiperidin-3-yl)-1-oxoisoindolin-5-yl)oxy)cyclopentyl)amino)methyl)cyclohexane-1-carbonitrile